5-((3-chloro-5-(4-(2,6-difluorobenzyl)-5-oxo-4,5-dihydro-1H-1,2,4-triazol-1-yl)pyridin-2-yl)oxy)-4-methylthiazole-2-carboxamide ClC=1C(=NC=C(C1)N1N=CN(C1=O)CC1=C(C=CC=C1F)F)OC1=C(N=C(S1)C(=O)N)C